C(C)(C)(C)OC(CC[C@@H](C(=O)N[C@H](C(=O)OC(C)(C)C)CCCCCC)NC(=O)N[C@@H](CCC(=O)OCC1=CC=CC=C1)C(=O)OC(C)(C)C)=O 5-Benzyl 1-(tert-butyl) (((S)-5-(tert-butoxy)-1-(((S)-1-(tert-butoxy)-1-oxooctan-2-yl)amino)-1,5-dioxopentan-2-yl)carbamoyl)-L-glutamate